FCCCOC=1C=C(C=NC1)N 5-(3-Fluoropropoxy)pyridin-3-amine